6-chloro-2-[(1S,2R)-2-(6-fluoro-2,3-dimethylphenyl)-1-(5-oxo-4H-1,3,4-oxadiazol-2-yl)propyl]-4-propyl-3H-1lambda6,2,4-benzothiadiazine-1,1-dione ClC=1C=CC2=C(N(CN(S2(=O)=O)[C@@H]([C@H](C)C2=C(C(=CC=C2F)C)C)C=2OC(NN2)=O)CCC)C1